C1(CC1)N(C1CC1)C[C@@H]1CN(CC1)C(=O)OC(C)(C)C tert-butyl (R)-3-((dicyclopropylamino)methyl)pyrrolidine-1-carboxylate